COC(CC(S(N)(=O)=O)C=1C=C(C(=O)OC)C=CC1)=O Methyl 3-(3-methoxy-3-oxo-1-sulfamoylpropyl)benzoate